OC1=C(C=CC(=C1)C(F)(F)F)C1(CC1)C(=O)N[C@H]1CN(C[C@H](C1)C)C1=NN=NN1 1-(2-hydroxy-4-(trifluoromethyl)phenyl)-N-((3R,5S)-5-methyl-1-(1H-tetrazol-5-yl)piperidin-3-yl)cyclopropane-1-carboxamide